N-(4-(4-amino-7-(2-(difluoromethyl)-1-(methyl-d3)-1H-imidazol-4-yl)-3-(3-fluoro-4-((4-methylpyrimidin-2-yl)oxy)phenyl)thieno[3,2-c]pyridin-2-yl)-3-methylphenyl)methacrylamide NC1=NC=C(C2=C1C(=C(S2)C2=C(C=C(C=C2)NC(C(=C)C)=O)C)C2=CC(=C(C=C2)OC2=NC=CC(=N2)C)F)C=2N=C(N(C2)C([2H])([2H])[2H])C(F)F